OCC1(CCC1)NC=1N=CC2=C(N1)CCS2=O ((1-(hydroxymethyl)cyclobutyl)amino)-6,7-dihydrothieno[3,2-d]pyrimidine 5-oxide